(Z)-Hex-3-enyl acetate C(C)(=O)OCC\C=C/CC